C(C=C)OC(C(C)O)S(=O)(=O)[O-].[Na+] sodium 1-allyloxy-2-hydroxypropylsulfonate